ClC1=C(C=C(C(=C1)OC1=CC=CC=C1)C)C(N(C)CC)=N (2-chloro-5-methyl-4-phenoxyphenyl)-N-ethyl-N-methylimidoformamide